7-(4-methoxyphenyl)pyrrolo[2,3-d]pyrimidin-4-one COC1=CC=C(C=C1)N1C=CC2=C1N=CNC2=O